(S)-3-(3-chloro-5-fluorophenyl)-3-(4-isopropylpiperazin-1-yl)-N-methylpropan-1-amine ClC=1C=C(C=C(C1)F)[C@H](CCNC)N1CCN(CC1)C(C)C